N-(1-(hydroxymethyl)cyclopropyl)-2-methyl-5-((2-methylthiazol-5-yl)methoxy)benzofuran-3-carboxamide OCC1(CC1)NC(=O)C1=C(OC2=C1C=C(C=C2)OCC2=CN=C(S2)C)C